NC1=CC=C(C=C1)N1CC(=CC(=C1)C1=CC=C(C=C1)N)C1=CC=C(C=C1)N 1,3,5-tris(4-aminophenyl)pyridine